1-bromo-4-chloro-2-(2,2-difluoroethoxy)benzene BrC1=C(C=C(C=C1)Cl)OCC(F)F